2-Methyl-N-(thiazol-2-yl)benzamide CC1=C(C(=O)NC=2SC=CN2)C=CC=C1